4-(4-amino-3-((4-fluorophenyl)methoxy)phenyl)-1H-pyrazolo[3,4-b]pyridin-3-amine NC1=C(C=C(C=C1)C1=C2C(=NC=C1)NN=C2N)OCC2=CC=C(C=C2)F